FC1=CC=C(C=C1)[C@@H]1N(CCC2=CC=CC=C12)C(=O)N[C@H]1CN(CCOC1)C(=O)OC(C)(C)C tert-butyl (S)-6-((S)-1-(4-fluorophenyl)-1,2,3,4-tetrahydroisoquinoline-2-carboxamido)-1,4-oxazepane-4-carboxylate